C1(=CC=CC=C1)NC(C1=C(C=C(C=C1)NC(=O)NCCC=1C=NC=CC1)C#CC1=CC=C(C=C1)C(NCCN1CCCCC1)=O)=O N-phenyl-2-((4-((2-(piperidin-1-yl)ethyl)carbamoyl)phenyl)ethynyl)-4-(3-(2-(pyridin-3-yl)ethyl)ureido)benzamide